1-[2-[2-(2-benzyloxyethoxy)ethoxy]ethyl]-4-(4,4,5,5-tetramethyl-1,3,2-dioxaborolan-2-yl)pyrazole C(C1=CC=CC=C1)OCCOCCOCCN1N=CC(=C1)B1OC(C(O1)(C)C)(C)C